1-(3-(4,4,5,5-tetramethyl-1,3,2-dioxaborolan-2-yl)phenyl)-1-(thiazol-2-yl)ethanol CC1(OB(OC1(C)C)C=1C=C(C=CC1)C(C)(O)C=1SC=CN1)C